ethyl (E)-3-(5-methoxy-7-methyl-1-tosyl-1H-indol-4-yl)acrylate COC=1C(=C2C=CN(C2=C(C1)C)S(=O)(=O)C1=CC=C(C)C=C1)/C=C/C(=O)OCC